(1R,3R)-9'-(benzyloxy)-5'-(3,4-difluorophenyl)-4',4'-dimethyl-4',5'-dihydro-3'H-spiro[cyclobutane-1,1'-pyrano[4,3-b]indol]-3-yl acetate C(C)(=O)OC1CC2(OCC(C=3N(C=4C=CC=C(C4C32)OCC3=CC=CC=C3)C3=CC(=C(C=C3)F)F)(C)C)C1